4-(amino)phenylhydrazonochloride NC1=CC=C(C=C1)NN(Cl)Cl